(S)-4-((1-(5-(3,5-difluorophenyl)-4,5-dihydro-1H-pyrazole-1-carbonyl)azetidin-3-yl)oxy)-5-fluoro-1',4'-dimethyl-[2,3'-bipyridin]-2'(1'H)-one FC=1C=C(C=C(C1)F)[C@@H]1CC=NN1C(=O)N1CC(C1)OC1=CC(=NC=C1F)C=1C(N(C=CC1C)C)=O